C(C)C1CC(OC1)=O 4-Ethyldihydrofuran-2(3H)-one